3-chloro-2-methylbenzene ClC=1C(=CC=CC1)C